N-(3-(4-(pyridin-2-ylmethyl)piperidin-1-yl)propyl)-4-(3-(4-(trifluoromethoxy)phenyl)-1,2,4-oxadiazol-5-yl)piperazine-1-carboxamide N1=C(C=CC=C1)CC1CCN(CC1)CCCNC(=O)N1CCN(CC1)C1=NC(=NO1)C1=CC=C(C=C1)OC(F)(F)F